C(C)(C)N1C(=NN=C1)C=1C=C(C=CC1)NC(=O)NC=1SC=2CCCNC2N1 1-(3-(4-isopropyl-4H-1,2,4-triazol-3-yl)phenyl)-3-(4,5,6,7-tetrahydrothiazolo[5,4]pyridin-2-yl)urea